N-(2-(4-(6-fluoro-4-methyl-2,3-dioxo-3,4-dihydroquinoxalin-1(2H)-yl)piperidine-1-yl)pyrimidin-5-yl)acetamide FC=1C=C2N(C(C(N(C2=CC1)C1CCN(CC1)C1=NC=C(C=N1)NC(C)=O)=O)=O)C